(1S,2R)-2-(((2-(4'-Fluoro-2'-(4-methyl-4H-1,2,4-triazol-3-yl)-[1,1'-biphenyl]-3-yl)benzo[d]oxazol-5-yl)methyl)amino)cyclopentan-1-ol FC1=CC(=C(C=C1)C1=CC(=CC=C1)C=1OC2=C(N1)C=C(C=C2)CN[C@H]2[C@H](CCC2)O)C2=NN=CN2C